ethyl 4-(4-(4-bromophenyl)-4-cyanopiperidin-1-yl)quinoline-3-carboxylate BrC1=CC=C(C=C1)C1(CCN(CC1)C1=C(C=NC2=CC=CC=C12)C(=O)OCC)C#N